6,6'-(heptane-1,7-diyl)dinicotinimidamide C(CCCCCCC1=NC=C(C(N)=N)C=C1)C1=NC=C(C(N)=N)C=C1